methyl 3-(2,3-dihydrobenzo[b][1,4]dioxin-6-yl)-2-methylbenzoate O1C2=C(OCC1)C=C(C=C2)C=2C(=C(C(=O)OC)C=CC2)C